FC1=CC=C(O[C@H]2[C@@H](COC2)NC(OC(C)(C)C)=O)C=C1 tert-butyl (trans-4-(4-fluorophenoxy)tetrahydrofuran-3-yl)carbamate